4-(butane-1-yn-1-yl)-1H-indazole-7-carboxylic acid methyl ester COC(=O)C=1C=CC(=C2C=NNC12)C#CCC